Methyl 4-{3-[5-({[(7-cyclopentylpyrazolo[1,5-a]pyrimidin-6-yl) amino] carbonyl} amino)-3-methylpyridin-2-yl]-1,2,4-oxadiazol-5-yl}-3,3-dimethylbutyrate C1(CCCC1)C1=C(C=NC=2N1N=CC2)NC(=O)NC=2C=C(C(=NC2)C2=NOC(=N2)CC(CC(=O)OC)(C)C)C